ClC1=C(C=C(C=2CN3[C@@H](COC21)CN(CC3)C(C=C)=O)N3N=CC=C3)C3=C(C=CC=C3O)F 1-[(12aR)-10-chloro-9-(2-fluoro-6-hydroxyphenyl)-7-(1H-pyrazol-1-yl)-3,4,12,12a-tetrahydro-6H-pyrazino[2,1-c][1,4]benzooxazepin-2(1H)-yl]prop-2-en-1-one